CN1C=NC(=C1C1=CC=CC=C1)C1=CC2=C(C(N(C2)C2C(NC(CC2)=O)=O)=O)S1 3-(2-(1-Methyl-5-phenyl-1H-imidazol-4-yl)-6-oxo-4,6-dihydro-5H-thieno[2,3-c]pyrrol-5-yl)piperidine-2,6-dione